C1(=C2N(C=N1)CCC2)C(C(=O)NC=2SC=CN2)N2C=NC1=CC=C(C=C1C2=O)C2=CC=C(C=C2)N2CCN(CC2)C 2-(6,7-Dihydro-5H-pyrrolo[1,2-c]imidazol-1-yl)-2-(6-(4-(4-methylpiperazin-1-yl)phenyl)-4-oxoquinazolin-3(4H)-yl)-N-(thiazol-2-yl)acetamide